ClC=1C=C(C=NC1)C=1C=C2C=NN(C2=CC1)C1=CC(=C(C(=C1)OCOC)F)F 5-(5-Chloropyridin-3-yl)-1-(3,4-difluoro-5-(methoxymethoxy)phenyl)-1H-indazole